BrC1=CC=C(C=C1)NC(=O)NN1C(NC(C1=O)(C(C)C)CC)=O 1-(4-bromophenyl)-3-[4-ethyl-2,5-dioxo-4-(prop-2-yl)imidazolidin-1-yl]urea